CC1C(O1)OCCC[Si](OC)(OC)OC (3-epoxypropoxy)propyltrimethoxysilane